C(C1=CC=CC=C1)(=O)N1CC(C1)CCCCNC(=O)C1=CC=2C=NC=CC2N1 N-[4-(1-benzoylazetidin-3-yl)butyl]-1H-pyrrolo[3,2-c]pyridine-2-carboxamide